methylneodecanamide CCCCCC(C)(CC)C(=O)NC